C1(CCCC12CCNCC2)O 8-azaspiro[4.5]Decan-1-ol